FC=1C=C(C=C2CCC(C12)(C)C)NC(=O)[C@H]1C=2C=CC(=NC2CCN1C(CC1=CC(=NO1)O)=O)OC (5R)-N-(7-fluoro-1,1-dimethyl-2,3-dihydro-1H-inden-5-yl)-6-((3-hydroxy-1,2-oxazol-5-yl)acetyl)-2-methoxy-5,6,7,8-tetrahydro-1,6-naphthyridine-5-carboxamide